methyl (2R)-2-hydroxy-3-methoxypropionate O[C@@H](C(=O)OC)COC